CC1=NC(=CC=C1O[C@@H]1C[C@H](CCC1)C(=O)O)C=1N=NN(C1CNC(=O)N(CCC)C)C (1S,3S)-3-((2-methyl-6-(1-methyl-5-((3-methyl-3-propylureido)methyl)-1H-1,2,3-triazol-4-yl)pyridin-3-yl)oxy)cyclohexanecarboxylic acid